2-[6-[[5-(trifluoromethoxy)-2-pyridyl]methyl]-2-azaspiro[3.3]heptane-2-carbonyl]-2,5-diazaspiro[3.4]octan-6-one FC(OC=1C=CC(=NC1)CC1CC2(CN(C2)C(=O)N2CC3(C2)NC(CC3)=O)C1)(F)F